6-(tert-butyl) 8-ethyl 6-azaspiro[3.4]octane-6,8-dicarboxylate C1CCC12CN(CC2C(=O)OCC)C(=O)OC(C)(C)C